N1C(=CC2=C1C=NCC2)C(=O)N 4,5-dihydro-1H-pyrrolo[2,3-c]Pyridine-2-amide